phosphorothioate nitrogen [N+3].P([O-])([O-])([O-])=S